(R and S)-4-(((R)-1-(3-(1,1-difluoro-2-hydroxy-2-methylpropyl)-2-fluorophenyl)ethyl)amino)-8-methoxy-2,6,8-trimethyl-6,8-dihydro-7H-pyrrolo[2,3-g]quinazolin-7-one FC(C(C)(C)O)(F)C=1C(=C(C=CC1)[C@@H](C)NC1=NC(=NC2=CC3=C(C=C12)N(C([C@]3(C)OC)=O)C)C)F |&1:28|